C(CCCCCC(=O)OC1=NC2=CC(=CC=C2C=C1)OCCCCN1CCN(CC1)C1=CC=CC=2SC=CC21)(=O)OC2=NC1=CC(=CC=C1C=C2)OCCCCN2CCN(CC2)C2=CC=CC=1SC=CC12 bis(7-(4-(4-(benzo[b]thiophen-4-yl)piperazin-1-yl)butoxy)quinolin-2-yl) heptanedioate